ethyl (E)-3-((3-ethoxy-3-oxopropyl)amino)but-2-enoate C(C)OC(CCN/C(=C/C(=O)OCC)/C)=O